ClC=1C(=C2C=NNC2=C(C1F)NCC)C=1C=CC=2N(C1)C=C(N2)NC(=O)C2C(C2)F N-(6-(5-chloro-7-(ethylamino)-6-fluoro-1H-indazol-4-yl)imidazo[1,2-a]pyridin-2-yl)-2-fluorocyclopropane-1-carboxamide